BrC=1C=C(C(N(C1)C)=O)NC1=NC=C(C=C1)N1CCN(CC1)CCO[Si](C)(C)C(C)(C)C 5-Bromo-3-(5-(4-(2-(tertbutyldimethylsilyloxy)ethyl)piperazin-1-yl)pyridine-2-ylamino)-1-methylpyridin-2(1H)-one